2-chloro-2'-methyl-6'-(1-methyltriazol-4-yl)spiro[4,5-dihydrothieno[2,3-c]pyran-7,4'-piperidine] ClC1=CC2=C(S1)C1(CC(NC(C1)C=1N=NN(C1)C)C)OCC2